C=C1C[C@@H]1C[C@@H](C(=O)O)NC(=O)CC[C@@H](C(=O)O)N The molecule is a 5-L-glutamyl amino acid resulting from the formal condensation of the amino group of (2S,4R)-hypoglycin A with the gamma-carboxy group of L-glutamic acid. It has a role as a phytotoxin and a plant metabolite. It is a 5-L-glutamyl amino acid, a member of cyclopropanes and an olefinic compound. It derives from a (2S,4R)-hypoglycin A.